[Br-].C[N+](C)(CC=C)CCCCCCCCCCCCCCCC N,N-dimethylhexadecyl-allyl-ammonium bromide